(3-chlorophenyl)cyclobut-2-enamine ClC=1C=C(C=CC1)C1(C=CC1)N